5-{7-[7-(difluoromethyl)-6-(1-methylpyrazol-4-yl)-3,4-dihydro-2H-quinolin-1-yl]-2,3-dihydro-1H-isoindol-5-yl}-1,3-oxazin-2-one FC(C1=C(C=C2CCCN(C2=C1)C=1C=C(C=C2CNCC12)C=1C=NC(OC1)=O)C=1C=NN(C1)C)F